1-(((3aS,4R,6R,6aR)-6-(((tert-butyldimethylsilyl)oxy)methyl)-2,2-dimethyltetrahydrofuro[3,4-d][1,3]dioxol-4-yl)methyl)-6-chloro-N-cyclopentyl-1H-pyrazolo[3,4-d]pyrimidin-4-amine [Si](C)(C)(C(C)(C)C)OC[C@H]1O[C@@H]([C@H]2[C@@H]1OC(O2)(C)C)CN2N=CC=1C2=NC(=NC1NC1CCCC1)Cl